(3S)-3-(5-fluoropyridin-3-yl)isoxazolidine FC=1C=C(C=NC1)[C@H]1NOCC1